Ethyl 3-(8-trifluoromethylquinolin-5-yl)-5-(trifluoromethyl)-3-azabicyclo[3.1.0]hexane-1-carboxylate FC(C=1C=CC(=C2C=CC=NC12)N1CC2(CC2(C1)C(F)(F)F)C(=O)OCC)(F)F